C(C(=C)C)(=O)OCCOCCOCCOCCOCCOCCNCC 6,9,12,15,18-pentaoxa-3-azaicosan-20-yl methacrylate